CC1(CCN(C=C1)C(=O)OC(C)(C)C)C1=NC=CC=N1 tert-butyl 4-methyl-4-(pyrimidin-2-yl)-3,4-dihydropyridine-1(2H)-carboxylate